OC=1C=C(C=C(C1)C(=O)[O-])C(=O)[O-] 5-hydroxy-1,3-benzenedicarboxylate